cyclohexyl(4-(((2S,3R,4R,5S)-3,4,5-trihydroxy-2-(hydroxymethyl)piperidin-1-yl)methyl)piperidin-1-yl)methanone C1(CCCCC1)C(=O)N1CCC(CC1)CN1[C@H]([C@H]([C@@H]([C@H](C1)O)O)O)CO